N-(2-(3-chloroazetidin-1-yl)benzyl)-2-(9-(pyridin-2-yl)-6-oxaspiro[4.5]dec-9-yl)ethylamine ClC1CN(C1)C1=C(CNCCC2(CCOC3(CCCC3)C2)C2=NC=CC=C2)C=CC=C1